N-[1-(2,5-dichloro-4-pyridyl)azetidin-3-yl]-7,9-dimethyl-pyrido[3',2':4,5]furo[3,2-d]pyrimidin-4-amine dihydrochloride Cl.Cl.ClC1=NC=C(C(=C1)N1CC(C1)NC=1C2=C(N=CN1)C1=C(O2)N=C(C=C1C)C)Cl